ClC=1C=C(C=CC1F)NC1=NC=CC2=CC(=C(C=C12)NC(CCCN1CCOCC1)=O)OC N-(1-((3-chloro-4-fluorophenyl)amino)-6-methoxyisoquinolin-7-yl)-4-morpholinobutanamide